6-(4-chlorophenoxy)benzoborazole ClC1=CC=C(OC2=CC3=C(C=NB3)C=C2)C=C1